3-(6-((4-((4'-fluoro-[1,1'-biphenyl]-2-yl)methyl)piperazin-1-yl)methyl)-1-oxoisoindolin-2-yl)piperidine-2,6-dione FC1=CC=C(C=C1)C1=C(C=CC=C1)CN1CCN(CC1)CC1=CC=C2CN(C(C2=C1)=O)C1C(NC(CC1)=O)=O